4-((2-hydroxyethyl)(methyl)amino)-4-methylpent-2-ynethioic acid S-methyl ester CSC(C#CC(C)(C)N(C)CCO)=O